Ethyl 4-(3-(6-methoxypyridin-3-yl)thioureido)thiazole-5-carboxylate COC1=CC=C(C=N1)NC(NC=1N=CSC1C(=O)OCC)=S